C(C)C1=C(C=CC=2N=CNC21)CC 4,5-diethylbenzimidazole